3-cyclopropyl-1-(((cis)-1-methyl-3-(trifluoromethyl)cyclobutyl)methyl)-N-(2-(methylthio)pyridin-4-yl)-4-(trifluoromethyl)-1H-pyrazole-5-carboxamide C1(CC1)C1=NN(C(=C1C(F)(F)F)C(=O)NC1=CC(=NC=C1)SC)CC1(CC(C1)C(F)(F)F)C